di(propan-2-yl)azanide CC(C)[N-]C(C)C